2-bromo-4-hydroxy-5-aminobenzoic acid methyl ester COC(C1=C(C=C(C(=C1)N)O)Br)=O